tert-butyl (S)-2-(4-(4-iodophenyl)-2,3,9-trimethyl-6H-thieno[3,2-f][1,2,4]triazolo[4,3-a][1,4]diazepin-6-yl)acetate IC1=CC=C(C=C1)C1=N[C@H](C=2N(C3=C1C(=C(S3)C)C)C(=NN2)C)CC(=O)OC(C)(C)C